C(C)OCC1(CCN(CC1)CC1=CC=C(C=C1)NC(C)=O)CCC1=CSC=C1 N-(4-((4-(ethoxymethyl)-4-(2-(thiophen-3-yl)ethyl)piperidin-1-yl)methyl)phenyl)acetamide